tert-butyl (2S,4S)-4-hydroxy-2-(2-hydroxy-4-(methoxycarbonyl)phenyl)piperidine-1-carboxylate O[C@@H]1C[C@H](N(CC1)C(=O)OC(C)(C)C)C1=C(C=C(C=C1)C(=O)OC)O